3-(2-(benzyloxy)-4,5-difluorophenyl)pentane-1,5-diyl bis(4-methylbenzenesulfonate) CC1=CC=C(C=C1)S(=O)(=O)OCCC(CCOS(=O)(=O)C1=CC=C(C=C1)C)C1=C(C=C(C(=C1)F)F)OCC1=CC=CC=C1